2-HYDROXY-4-METHOXYPHENYLBORONIC ACID OC1=C(C=CC(=C1)OC)B(O)O